FC=1C=C(CBr)C=C(C1OC)F 3,5-difluoro-4-methoxybenzyl bromide